1-(difluoromethyl)-5-(4,4,5,5-tetramethyl-1,3,2-dioxaborolan-2-yl)-1H-benzo[d]imidazole FC(N1C=NC2=C1C=CC(=C2)B2OC(C(O2)(C)C)(C)C)F